CC(CCC(=O)O)C1CCC2C1(CCC3C2CC=C4C3(CCC(C4)O)C)C 3-oxy-cholenic acid